methyl (R)-2-((1-(2-cyano-3-hydroxy-7-methylquinoxalin-5-yl)ethyl)amino)benzoate C(#N)C1=NC2=CC(=CC(=C2N=C1O)[C@@H](C)NC1=C(C(=O)OC)C=CC=C1)C